COC1=C(C(=CC(=C1)[C@H]1C2=CC3=C(OCO3)C=C2CC2=C1C(OC2)=O)OC)OC(C2=CC=CC=C2)=O benzoic acid (5S)-2,6-dimethoxy-4-(6-oxo-5,6,8,9-tetrahydrofuro[3',4':6,7]naphtho[2,3-d][1,3]dioxol-5-yl)-phenyl ester